CNN(C(C(CCCCCC\C=C/CCCCCCCC)CCC)=O)NC N,N-dimethylaminopropyl-oleic acid amide